CC1=NN(C(=C1CC(=O)NC1=CC=CC=C1)C)C1=CC=C(C=C1)C1=NOC(=N1)C(F)(F)F 2-(3,5-dimethyl-1-(4-(5-(trifluoromethyl)-1,2,4-oxadiazol-3-yl)phenyl)-1H-pyrazol-4-yl)-N-phenylacetamide